dichloro(diisopropyl)aminovinylsilane Cl[SiH](C=CN(C(C)C)C(C)C)Cl